(3aR,5s,6aS)-4-({2-[(3-methoxy-1,2,4-thiadiazole-5-yl)carbamoyl]-hexahydrocyclopenta[c]pyrrole-5-yl}-methyl-amino)-1H-pyrrolo[2,3-b]pyridin-5-carbonitrile COC1=NSC(=N1)NC(=O)N1C[C@@H]2[C@H](C1)CC(C2)N(C2=C1C(=NC=C2C#N)NC=C1)C